2-(dibutylamino)-8-(diethylamino)-4-methylspiro[5H-(1)benzopyrano(2,3-d)pyrimidine-5,1'(3'H)-isobenzofuran]-3'-one C(CCC)N(C=1N=C(C2=C(N1)OC1=C(C=CC(=C1)N(CC)CC)C21OC(C2=CC=CC=C12)=O)C)CCCC